(5S,5aS,9R,9aR,10aR)-5-methyl-9-(2,2,2-trifluoro-1-hydroxy-ethyl)-1,5,5a,6,7,8,9,9a,10,10a-decahydrooxazolo[3,4-b]isoquinolin-3-one C[C@@H]1N2[C@H](C[C@H]3[C@@H](CCC[C@H]13)C(C(F)(F)F)O)COC2=O